[(methoxymethanethioyl)-amino]amine COC(=S)NN